methyl (1r,4r)-4-(8-((2,4-dimethoxybenzyl)amino)-1-(4-((5-fluoro-2-methoxybenzamido)methyl)phenyl)imidazo[1,5-a]pyrazin-3-yl)-1,4-dimethylcyclohexane-1-carboxylate COC1=C(CNC=2C=3N(C=CN2)C(=NC3C3=CC=C(C=C3)CNC(C3=C(C=CC(=C3)F)OC)=O)C3(CCC(CC3)(C(=O)OC)C)C)C=CC(=C1)OC